5-bromo-3,4-difluoro-N2-methyl-benzene-1,2-diamine BrC1=C(C(=C(C(=C1)N)NC)F)F